O5-benzyl O1-ethyl 2-ethyl-2-[2-(4-methylanilino)thiazol-4-yl]pentanedioate C(C)C(C(=O)OCC)(CCC(=O)OCC1=CC=CC=C1)C=1N=C(SC1)NC1=CC=C(C=C1)C